Chloroplatinum Cl[Pt]